C(C1=CC=CC=C1)NC(=O)C=1N(C(N2C1CN(CC2)C(C2=CC(=C(C=C2)Br)C#N)=O)=O)C2=CC=C(C=C2)OC(C)C N-benzyl-7-(4-bromo-3-cyano-benzoyl)-2-(4-isopropoxyphenyl)-3-oxo-6,8-dihydro-5H-imidazo[1,5-a]pyrazine-1-carboxamide